tert-butyl 2-((2'-(7-methoxy-7-oxohept-1-yn-1-yl)-[1,1'-biphenyl]-3-yl)methyl)-3-(methylsulfonamido)piperidine-1-carboxylate COC(CCCCC#CC1=C(C=CC=C1)C1=CC(=CC=C1)CC1N(CCCC1NS(=O)(=O)C)C(=O)OC(C)(C)C)=O